C1(CC1)C1=NC=NC(=C1C=1N=C2N(CCN3C2=C(N1)C(=C3)F)CC3=CC=C(C=C3)C=3N(C=C(N3)C(F)(F)F)C)OC 2-(4-cyclopropyl-6-methoxypyrimidin-5-yl)-9-fluoro-4-(4-(1-methyl-4-(trifluoromethyl)-1H-imidazol-2-yl)benzyl)-5,6-dihydro-4H-pyrrolo[3,2,1-de]pteridine